5-((1-(6-((S)-3-(2-Hydroxypropan-2-yl)pyrrolidin-1-yl)pyrimidin-4-yl)-1H-indazol-6-yl)amino)-5,6,7,8-tetrahydronaphthalene-1-carbonitrile OC(C)(C)[C@@H]1CN(CC1)C1=CC(=NC=N1)N1N=CC2=CC=C(C=C12)NC1C=2C=CC=C(C2CCC1)C#N